2,6-dibromo-N,N-dimethylpyridine-4-amine BrC1=NC(=CC(=C1)N(C)C)Br